(4-(tert-butyl)-3-methoxybenzamido)-5-chlorobenzofuran-2-carboxylic acid C(C)(C)(C)C1=C(C=C(C(=O)NC2=C(OC3=C2C=C(C=C3)Cl)C(=O)O)C=C1)OC